ClC(Cl)(Cl)OC(OC(Cl)(Cl)Cl)=O bis-trichloromethylcarbonate